BrC1=C(C(=C2C(=NC=NC2=C1)O)OC[C@H]1CN(CCN1)C(=O)OC(C)(C)C)Cl Tert-butyl (R)-3-(((7-bromo-6-chloro-4-hydroxyquinazolin-5-yl)oxy)methyl)-piperazine-1-carboxylate